1-Nonyl-3-Methylpiperidinium methansulfonat CS(=O)(=O)[O-].C(CCCCCCCC)[NH+]1CC(CCC1)C